3-(2-(4-(trifluoromethoxy)phenoxy)acetyl)-3-azabicyclo[3.1.0]hexane-2-carboxamide FC(OC1=CC=C(OCC(=O)N2C(C3CC3C2)C(=O)N)C=C1)(F)F